C(C(=C)C)(=O)OCCCCCCCCC nonanyl methacrylate